FC=1C(=NC(=NC1)NC1=NC=C(C=C1)CN1CCN(CC1)C)C1=CC2=C(N=C3N2[C@@H](CC3)CF)C(=C1)F (S)-5-fluoro-4-(5-fluoro-1-(fluoromethyl)-2,3-dihydro-1H-benzo[d]pyrrolo[1,2-a]imidazol-7-yl)-N-(5-((4-methylpiperazin-1-yl)methyl)pyridin-2-yl)pyrimidin-2-amine